BrNC(=S)N bromothiourea